OC(CC(=O)O[C@@H]1[C@H](C(O)O[C@@H]([C@H]1O)CO)N)CCCCCCCCCCC 3-O-(3-hydroxymyristoyl)glucosamine